COC1=CC=C(C=C1)CN(S(=O)(=O)[C@@H](C)[C@@H](CC=C)C)CC1=CC=C(C=C1)OC (2S,3R)-N,N-bis[(4-methoxyphenyl)methyl]-3-methyl-5-hexene-2-sulfonamide